(R)-3-(hydroxymethyl)-7-methoxy-3,4-dihydroquinoxalin-2(1H)-one OC[C@@H]1C(NC2=CC(=CC=C2N1)OC)=O